C(CCC)C1N(S(C2=C(N(C1)C1=CC=C(C=C1)F)C=C(C(=C2)O/C=C/C(=O)O)SCC)(=O)=O)C (E)-3-((3-butyl-7-(ethylsulfanyl)-5-(4-fluorophenyl)-2-methyl-1,1-dioxido-2,3,4,5-tetrahydro-1,2,5-benzothiadiazepin-8-yl)oxy)acrylic acid